3-benzyl-1-(trans-4-((5-cyano-4-(5,6-dihydroimidazo[1,2-a]pyrazine-7(8H)-yl)pyrimidin-2-yl)amino)cyclohexyl)-1-(5-(1-methyl-1H-pyrazol-4-yl)pyridin-2-yl)urea C(C1=CC=CC=C1)NC(N(C1=NC=C(C=C1)C=1C=NN(C1)C)[C@@H]1CC[C@H](CC1)NC1=NC=C(C(=N1)N1CC=2N(CC1)C=CN2)C#N)=O